tert-butyl((5-methyl-6-((1-(naphthalen-1-yl)cyclopropyl) carbamoyl)-2,3-dihydrobenzofuran-2-yl)methyl)carbamate C(C)(C)(C)OC(NCC1OC2=C(C1)C=C(C(=C2)C(NC2(CC2)C2=CC=CC1=CC=CC=C21)=O)C)=O